O1N=C(C=C1)COC1=CC=C2C=C(NC2=C1)CNC(=O)C1(CC1)C N-((6-(isoxazol-3-ylmethoxy)-1H-indol-2-yl)methyl)-1-methylcyclopropane-1-carboxamide